N1C(CC(NC2=C1C=CC=C2)=O)=O 1,5-benzodiazepine-2,4(3H,5H)-dione